6-[(4-Bromo-3-chloro-phenyl)methyl]-2-oxa-6-azaspiro[3.3]heptane BrC1=C(C=C(C=C1)CN1CC2(COC2)C1)Cl